OC(C)(C)C=1C=C(C=CC1)C(C(=O)N)N1C(C2=C(C=CC=C2C=C1)NC=1C=C2C=CN(C2=CC1)C)=O [3-(1-hydroxy-1-methyl-ethyl)phenyl]-2-[8-[(1-methylindol-5-yl)amino]-1-oxo-2-isoquinolinyl]acetamide